iodopyrazolo[1,5-a]pyrimidine IC1=NN2C(N=CC=C2)=C1